NC1=C(C=C(C=N1)C=1C=C2N(N1)CCC21CN(C1)C(=O)NC1(CCC1)C1=CC=C(C=C1)Cl)OC(F)F 2'-[6-amino-5-(difluoromethoxy)pyridin-3-yl]-N-[1-(4-chlorophenyl)cyclobutyl]-5',6'-dihydrospiro[azetidine-3,4'-pyrrolo[1,2-b]pyrazole]-1-carboxamide